CC(C)(C)[NH3+] 2-methylpropane-2-aminium